N4-cyclopropyl-5-fluoro-N6-[(4-methylsulfinylphenyl)methyl]-N4-[[4-(trifluoromethyl)phenyl]methyl]pyrimidine-4,6-diamine C1(CC1)N(C1=NC=NC(=C1F)NCC1=CC=C(C=C1)S(=O)C)CC1=CC=C(C=C1)C(F)(F)F